1-(2-(o-methylphenylsulfinyl)phenyl)piperazine CC1=C(C=CC=C1)S(=O)C1=C(C=CC=C1)N1CCNCC1